ethyl 3-(3-{(1S)-1-[6-(benzyloxy)-2,2-dioxo-2H-1,2λ6,3-benzoxathiazin-3(4H)-yl]ethyl}-4-methoxyphenyl)-3-(1-{4-[(4-methoxyphenyl)methoxy]butyl}-4-methyl-1H-benzotriazol-5-yl)propanoate C(C1=CC=CC=C1)OC=1C=CC2=C(CN(S(O2)(=O)=O)[C@@H](C)C=2C=C(C=CC2OC)C(CC(=O)OCC)C2=C(C3=C(N(N=N3)CCCCOCC3=CC=C(C=C3)OC)C=C2)C)C1